C(C)(C)(C)OC(=O)N1CCN(CC1)C([C@@H]([C@H]([C@@H]([C@@](COC(C(C)(C)C)=O)(O)COCC1=CC=CC=C1)OCC1=CC=CC=C1)OCC1=CC=CC=C1)OCC1=CC=CC=C1)=O 4-[(2R,3S,4S,5R)-2,3,4-tribenzyloxy-5-(benzyloxymethyl)-6-(2,2-dimethylpropionoyloxy)-5-hydroxy-hexanoyl]piperazine-1-carboxylic acid tert-butyl ester